COC1CC2=C(NC(=N2)C=2C(=CC(=C(C(=O)OC)C2)C)C)C1 methyl 5-(5-methoxy-1,4,5,6-tetrahydrocyclopenta[d]imidazol-2-yl)-2,4-dimethylbenzoate